Methyl-3-amino-2-bromo-6-fluoro-4-(trifluoromethyl)benzoat COC(C1=C(C(=C(C=C1F)C(F)(F)F)N)Br)=O